(R)-5-bromo-N-(2,6-dimethylhept-5-en-1-yl)-2-nitroaniline BrC=1C=CC(=C(NC[C@@H](CCC=C(C)C)C)C1)[N+](=O)[O-]